C1(CCCCC1)NC(CN)(C)C N2-cyclohexyl-2-methylpropane-1,2-diamine